N-[2-chloro-4-(1,1,3,3-tetrafluoro-2-hydroxypropan-2-yl)phenyl]-2-[2-(2,2-difluoroethoxy)phenyl]-3-oxo-2,3-dihydropyridazine-4-carboxamide ClC1=C(C=CC(=C1)C(C(F)F)(C(F)F)O)NC(=O)C=1C(N(N=CC1)C1=C(C=CC=C1)OCC(F)F)=O